C(C)(C)(C)C=1C=C(C=C(C1O)C(C)(C)C)CCC(=O)N 3-(3',5'-di-tert-butyl-4'-hydroxyphenyl)propionamide